1-((1R,2R)- and (1S,2S)-2-(1-Methyl-1H-pyrazol-4-yl)cyclopropyl)ethan-1-one CN1N=CC(=C1)[C@H]1[C@@H](C1)C(C)=O |r|